OC=1C(=C2CCC(OC2=C(C1C)C)(C)C(=O)N1CCN(CC1)CCO)C (6-hydroxy-2,5,7,8-tetramethylchroman-2-yl)(4-(2-hydroxyethyl)piperazin-1-yl)methanone